tert-butyl (3-((6-amino-4-((3-chloro-4-fluorophenyl)amino)quinazolin-7-yl)oxy)propyl)carbamate NC=1C=C2C(=NC=NC2=CC1OCCCNC(OC(C)(C)C)=O)NC1=CC(=C(C=C1)F)Cl